CN1N=CC(=C1)C=1C=C(C=2N(C1)N=CC2C#N)C=2C=NC(=CC2)N2CC1N(C(C2)C1)CC=1C=NC(=CC1)S(=O)(=O)C 6-(1-(methyl)-1H-pyrazol-4-yl)-4-(6-(6-((6-(methylsulfonyl)pyridin-3-yl)methyl)-3,6-diazabicyclo[3.1.1]heptan-3-yl)pyridin-3-yl)pyrazolo[1,5-a]pyridine-3-carbonitrile